ClC1=C(C=CC(=C1)C=1C=C2C(=NC1)NC=C2C(C2=C(C(=CC=C2F)NS(N(C)CC)(=O)=O)F)=O)N2CCN(CC2)C(=O)OC(C)(C)C tert-butyl 4-[2-chloro-4-[3-[3-[[ethyl(methyl)sulfamoyl]amino]-2,6-difluoro-benzoyl]-1H-pyrrolo[2,3-b]pyridin-5-yl]phenyl]piperazine-1-carboxylate